(S)-2,2-dideuterio-6-(2-chlorophenyl)-6-((cyclopropylmethyl)amino)cyclohexanone hydrochloride Cl.[2H]C1(C([C@@](CCC1)(NCC1CC1)C1=C(C=CC=C1)Cl)=O)[2H]